C(C)(C)N1N=C(N=C1[C@H]1C[C@H](CC1)N1CCOCC1)C1=C(C(=NC=C1)N)C(F)(F)F (1-isopropyl-5-((1R,3S)-3-morpholinocyclopentyl)-1H-1,2,4-triazol-3-yl)-3-(trifluoromethyl)pyridin-2-amine